bis(t-butoxycarbonyl)-L-lysine C(C)(C)(C)OC(=O)N([C@@H](CCCCN)C(=O)O)C(=O)OC(C)(C)C